BrC=1C=C(C(=NC1)N)C=1OC(=NN1)C1=CC=C(C=C1)F 5-bromo-3-(5-(4-fluorophenyl)-1,3,4-oxadiazol-2-yl)-pyridin-2-amine